O=C(C(=O)O)CC.OCC(O)CO.OCC(O)CO.OCC(O)CO triglycerol 3-oxobutyrate